O=C1NC(CCC1N1C(C2=CC=C(C=C2C1)C(=O)N1CC2(CN(C2)C(=O)OC(C)(C)C)C1)=O)=O tert-butyl 6-(2-(2,6-dioxopiperidin-3-yl)-1-oxoisoindoline-5-carbonyl)-2,6-diazaspiro[3.3]heptane-2-carboxylate